N-(2-hydroxyethyl)-3,3-bis(methylsulfanyl)-acrylamide OCCNC(C=C(SC)SC)=O